Cl.FC1=C(C=C(C=C1)NC(=O)C=1N(C=C2C1OCC1C(NS2(=O)=O)CNCC1)C)C N-(4-fluoro-3-methylphenyl)-2-methyl-5,5a,6,7,8,9,9a,10-octahydro-2H-pyrido[3,4-f]pyrrolo[3,4-b][1,4,5]oxathiazocine-1-carboxamide 4,4-dioxide hydrochloride